4-amino-catechol crotonate C(\C=C\C)(=O)O.NC=1C=C(C(O)=CC1)O